FC(C(=O)O)(F)F.FC(C(=O)O)(F)F.N[C@@H](C)C=1C(=NC=CN1)C1=CC=C(C=N1)N=S(=O)(C)C (S)-((6-(3-(1-aminoethyl)pyrazin-2-yl)pyridin-3-yl)imino)dimethyl-λ6-sulfanone bis(2,2,2-trifluoroacetate)